2-(2-(5-bromo-2,3-difluorophenyl)hydrazono)propanoic acid ethyl ester C(C)OC(C(C)=NNC1=C(C(=CC(=C1)Br)F)F)=O